butyl lactate 2-ethylhexyl-lactate C(C)C(COC(C(O)C)=O)CCCC.C(C(O)C)(=O)OCCCC